COC1=C(CN2C(C3=CC(=CC=C3C=C2)[N+](=O)[O-])=N)C=CC(=C1)OC 2-(2,4-Dimethoxybenzyl)-7-nitroisoquinoline-1(2H)-imine